1-[[2-(methoxymethyl)-6-methyl-imidazo[2,1-b][1,3,4]thiadiazol-5-yl]methyl]-3-(3,3,3-trifluoropropyl)-2H-pyrrol-5-one COCC1=NN2C(S1)=NC(=C2CN2CC(=CC2=O)CCC(F)(F)F)C